CN1N=CC(=C1)C1=C2CN(C(C2=CC=C1)=O)CC(C#N)=C 2-{[4-(1-methyl-1H-pyrazol-4-yl)-1-oxo-2,3-dihydro-1H-isoindol-2-yl]methyl}prop-2-enenitrile